C(C)NC(C1=CC(=CC=C1)C=1N=NC(=CC1)NC1C[C@@H]2[C@@H](CN(C2)C([2H])([2H])C2CCOCC2)C1)=O N-ethyl-3-(6-(((3aR,5s,6aS)-2-((tetrahydro-2H-pyran-4-yl)methyl-d2)octahydrocyclopenta[c]pyrrol-5-yl)amino)pyridazin-3-yl)benzamide